C(C)[C@@H]1[C@H](C[C@H](N(C1)C1=CC(N(C=2C=CC(=NC12)C#N)C)=O)C)OC1=NC=C(C=C1)OC(C)C 8-((2R,4S,5S)-5-ethyl-4-((5-isopropoxypyridin-2-yl)oxy)-2-methylpiperidin-1-yl)-5-methyl-6-oxo-5,6-dihydro-1,5-naphthyridine-2-carbonitrile